ethyl acrylate (2-(naphthalene-2-ylthio)ethyl acrylate) C1=C(C=CC2=CC=CC=C12)SCCC(C(=O)O)=C.C(C=C)(=O)OCC